ethyl 4-formyl-5-hydroxypyrazolo[1,5-a]pyridine-3-carboxylate C(=O)C=1C=2N(C=CC1O)N=CC2C(=O)OCC